FC(C=1C(=C(C=CC1)[C@@H](C)NC=1C2=C(N=C(N1)C)N=C(C(=C2)[C@H]2CN(CCC2)C)OC)F)F N-((R)-1-(3-(difluoromethyl)-2-fluorophenyl)ethyl)-7-methoxy-2-methyl-6-((S)-1-methylpiperidin-3-yl)pyrido[2,3-d]pyrimidin-4-amine